3,4-dichloro-6-trifluoromethyl-toluene tert-butyl-(S)-3-((1-(6-((tert-butoxycarbonyl)amino)hexan-2-yl)-6-chloro-7-(dimethylcarbamoyl)-1H-benzo[d]imidazol-2-yl)carbamoyl)benzoate C(C)(C)(C)OC(C1=CC(=CC=C1)C(NC1=NC2=C(N1[C@@H](C)CCCCNC(=O)OC(C)(C)C)C(=C(C=C2)Cl)C(N(C)C)=O)=O)=O.ClC=2C=C(C)C(=CC2Cl)C(F)(F)F